1-(difluoromethyl)-1H-imidazol FC(N1C=NC=C1)F